E-Diglycidylether C(C1CO1)OCC1CO1